2-(((7-chloro-8-fluoro-2-(methylthio)-4-oxo-3,4-dihydropyrido[4,3-d]pyrimidin-5-yl) oxy) methyl)-3,8-diazabicyclo[3.2.1]octane-8-carboxylate ClC1=C(C=2N=C(NC(C2C(=N1)OCC1C2CCC(CN1)N2C(=O)[O-])=O)SC)F